COC=1C=C(C=NC1)N1N=NC(=C1)CN1C(C=C(C=C1)N1C[C@@H](CCC1)NC(OC(C)(C)C)=O)=O tert-butyl N-[(3R)-1-[1-[[1-(5-methoxy-3-pyridyl)triazol-4-yl]methyl]-2-oxo-4-pyridyl]-3-piperidyl]carbamate